6-isopropyl-5-(8-methoxy-[1,2,4]triazolo[1,5-a]pyridin-6-yl)-2-(1-((3-methyloxybutan-3-yl)methyl)piperidin-4-yl)-4H-pyrrolo[3,2-d]thiazole C(C)(C)C1=C(NC2=C1N=C(S2)C2CCN(CC2)CC(CC)(C)OC)C=2C=C(C=1N(C2)N=CN1)OC